4-benzyl-6-oxo-2-[2-(1H-tetrazol-5-yl)-benzylthio]-1,6-dihydro-pyrimidine-5-carbonitrile C(C1=CC=CC=C1)C=1N=C(NC(C1C#N)=O)SCC1=C(C=CC=C1)C1=NN=NN1